(S)-1-ethyl-6-((4-((2-hydroxy-1-phenylethyl)amino)-5-(1,2,4-oxadiazol-5-yl)pyrimidin-2-yl)amino)-1,2-dihydro-3H-pyrazolo[3,4-b]pyridin-3-one C(C)N1NC(C=2C1=NC(=CC2)NC2=NC=C(C(=N2)N[C@H](CO)C2=CC=CC=C2)C2=NC=NO2)=O